CNC(=O)C=1C=C(C=CC1)S(=O)(=O)Cl 3-(methylcarbamoyl)benzenesulfonyl chloride